ClC1=NC=CC(=N1)CC(=O)C=1C(=C(C=CC1)NS(=O)(=O)C1=C(C=CC=C1C(F)(F)F)F)F N-(3-(2-(2-chloropyrimidin-4-yl)acetyl)-2-fluorophenyl)-2-fluoro-6-(trifluoromethyl)benzene-sulfonamide